CC(C=C1CC(=C(C=C1)O)C=1C(=CC=CC1)O)C 4'-(2-methylpropylidene)biphenol